4-[(2-chloro-4-fluorophenyl)methyl]-3-[(2-chloro-6-fluorophenyl)methyl]-4,5-dihydro-1,2,4-oxadiazol-5-one ClC1=C(C=CC(=C1)F)CN1C(=NOC1=O)CC1=C(C=CC=C1F)Cl